2-[4-methyl-2-(trifluoromethyl)phenyl]-5-(1H-pyrrolo[2,3-b]pyridin-4-yl)-1-{[2-(trimethylsilyl)ethoxy]methyl}-1H-pyrrole-3-carboxylic acid CC1=CC(=C(C=C1)C=1N(C(=CC1C(=O)O)C1=C2C(=NC=C1)NC=C2)COCC[Si](C)(C)C)C(F)(F)F